C1(CC1)S(=O)(=O)C1(CC1)CN1C(C2=C(CC1)C(=NN2CCCO)C(=O)OCC)=O ethyl 6-((1-(cyclopropylsulfonyl) cyclopropyl) methyl)-1-(3-hydroxypropyl)-7-oxo-4,5,6,7-tetrahydro-1H-pyrazolo[3,4-c]pyridine-3-carboxylate